methyl-5-(6-methylpyrazin-2-yl)isobenzofuran-1(3H)-one CC1OC(C2=CC=C(C=C12)C1=NC(=CN=C1)C)=O